3-(3,5-dimethyl-1-(3-methyl-[1,2,4]triazolo[4,3-b]pyridazin-6-yl)-1H-pyrazol-4-yl)-1-(4-(3-methyl-4-nitrobenzyl)piperazin-1-yl)propan-1-one butyl-piperazine-1-carboxylate C(CCC)OC(=O)N1CCNCC1.CC1=NN(C(=C1CCC(=O)N1CCN(CC1)CC1=CC(=C(C=C1)[N+](=O)[O-])C)C)C=1C=CC=2N(N1)C(=NN2)C